COC=1C=C(C=CC1)C(=C)C1=CC=2NC3=CC=CC=C3SC2C=C1 2-(1-(3-methoxyphenyl)vinyl)-10H-phenothiazine